(Z)-3-(3-(3,5-bis(trifluoromethyl)phenyl)-1H-1,2,4-triazol-1-yl)-N-(2-oxopyridin-1(2H)-yl)acrylamide FC(C=1C=C(C=C(C1)C(F)(F)F)C1=NN(C=N1)\C=C/C(=O)NN1C(C=CC=C1)=O)(F)F